FC(C(=O)O)(F)F.C1(CCC1)OC1=CC=2N(C=C1C(=O)NC=1C(N(C=CC1)[C@@H]1[C@@H](C1)C)=O)C=C(N2)C21COC(C2)(C1)C 7-cyclobutoxy-2-(1-methyl-2-oxabicyclo[2.1.1]hex-4-yl)-N-(1-((1s,2r)-2-methylcyclopropyl)-2-oxo-1,2-dihydropyridin-3-yl)imidazo[1,2-a]pyridine-6-carboxamide trifluoroacetate